C(=O)C=1C=CC(=NC1OC)C1=NC=C(C(=C1)OC)C#N 5'-formyl-4,6'-dimethoxy-[2,2'-bipyridine]-5-carbonitrile